1-(2-hydroxy-6-methoxyphenyl)ethan-1-one OC1=C(C(=CC=C1)OC)C(C)=O